N1C(=CC=2C=NC=CC21)CNC(CN2C(=NC=C(C2=O)NCC2=CC1=C(OC3=C1C=CC=C3)C=C2)C=2C=NNC2)=O N-((1H-pyrrolo[3,2-c]pyridine-2-yl)methyl)-2-(5-((dibenzo[b,d]furan-2-ylmethyl)amino)-6-oxo-2-(1H-pyrazol-4-yl)pyrimidin-1(6H)-yl)acetamide